C(C1=CC=CC=C1)SCCNC(C(C(CO)(C)C)O)=O N-[2-benzylthioethyl]2,4-dihydroxy-3,3-dimethyl-butyramide